FC1=CC=C(C=C1)C(\C=C\C1=C(C=CC=C1)O)=O (E)-1-(4-fluorophenyl)-3-(2-hydroxyphenyl)prop-2-en-1-one